FC(C1=CC=C(C=C1)N1N=C(C2=NC=CC=C21)N2CC(CC2)NC(\C=C\C)=O)(F)F (E)-N-(1-(1-(4-(trifluoromethyl)phenyl)-1H-pyrazolo[4,3-b]pyridin-3-yl)pyrrolidin-3-yl)but-2-enamide